4-[3-[[4-[4-Amino-3-(difluoromethyl)pyrazol-1-yl]cyclohexyl]methoxy]propylamino]-2-(2,6-dioxo-3-piperidyl)isoindoline-1,3-dione NC=1C(=NN(C1)C1CCC(CC1)COCCCNC1=C2C(N(C(C2=CC=C1)=O)C1C(NC(CC1)=O)=O)=O)C(F)F